N1(CCNCCC1)C1=CC=C(C=C1)C1=CC(=C2CN(C(C2=C1)=O)C(C(=O)NC=1SC=CN1)C1=C2N(C=N1)CCC2)F 2-[6-[4-(1,4-diazepan-1-yl)phenyl]-4-fluoro-1-oxo-isoindolin-2-yl]-2-(6,7-dihydro-5H-pyrrolo[1,2-c]imidazol-1-yl)-N-thiazol-2-yl-acetamide